ClC=1C=C(C(=NC1)NC(=O)N[C@H]1C(N(CCC1)C1=C(C=C(C=C1F)C1=C(C=CC=C1)P(=O)(CC)CC)F)=O)F 1-(5-Chloro-3-fluoropyridin-2-yl)-3-[(3R)-1-[2'-(diethylphosphoryl)-3,5-difluoro-[1,1'-biphenyl]-4-yl]-2-oxopiperidin-3-yl]urea